C1(CC1)C=1NC(=NN1)C1CC2(CN(C2)C(=O)N2CC(C2)OC=2N=NC(=CC2)C(F)(F)F)C1 [6-(5-cyclopropyl-4H-1,2,4-triazol-3-yl)-2-azaspiro[3.3]heptan-2-yl]-[3-[6-(trifluoromethyl)pyridazin-3-yl]oxyazetidin-1-yl]methanone